BrC=1N=C(SC1)C[C@@H](C(=O)N1N[C@@H](CCC1)C(=O)OC)NC(=O)[C@@H]1[C@H](C1)C Methyl (S)-1-((S)-3-(4-bromothiazol-2-yl)-2-((1S,2S)-2-methylcyclopropane-1-carboxamido)propanoyl)Hexahydropyridazine-3-carboxylate